C(C)N([C@@H](CC1=CC=C(C=C1)O)C(=O)O)C(=O)OC(C)(C)C ethyl-(tert-butyloxycarbonyl)-L-tyrosine